(1S,3R)-N-(5-chloro-4-(5-fluoro-1,1-dimethyl-2,3-dihydro-1H-benzo[d]pyrrolo[1,2-a]imidazol-7-yl)pyridin-2-yl)-3-(1-hydroxycyclopropane-1-carboxamido)cyclohexane-1-carboxamide ClC=1C(=CC(=NC1)NC(=O)[C@@H]1C[C@@H](CCC1)NC(=O)C1(CC1)O)C1=CC2=C(N=C3N2C(CC3)(C)C)C(=C1)F